3-((4-(cyclopropylmethoxy)piperidin-1-yl)carbonyl)-1,5,7-trimethyl-1,5-dihydro-4H-pyrrolo[3,2-c]pyridin-4-one C1(CC1)COC1CCN(CC1)C(=O)C1=CN(C2=C1C(N(C=C2C)C)=O)C